thiobis[2-(1,1-dimethylethyl)-5-methyl-4,1-phenylene]bis[3-(tetradecylthio) propionate] S(C1=CC(=C(C=C1C)C(C(=O)[O-])CSCCCCCCCCCCCCCC)C(C)(C)C)C1=CC(=C(C=C1C)C(C(=O)[O-])CSCCCCCCCCCCCCCC)C(C)(C)C